C(C)(C)N(N=[N-])C(C)C di-iso-propyl-triazenide